3-sulfopropanoic acid S(=O)(=O)(O)CCC(=O)O